C1(CC2C(CC1)O2)C(=O)OCC(C(CCC)OC(=O)C2CC1C(CC2)O1)CC 2-ethyl-1,3-hexanediol bis(3,4-epoxycyclohexane-carboxylate)